4-(pyridin-3-yl)isoindolin-1-one N1=CC(=CC=C1)C1=C2CNC(C2=CC=C1)=O